C(C1=CC=CC=C1)[C@@H]1N(C(OC1)=O)C(CC)=O (S)-4-benzyl-3-propionyloxazolidin-2-one